C(C)NC(=O)N1[C@H]([C@]2(CCOC(N2)=O)CCC1)CO[C@@H]1CC[C@@H](CC1)C1=CC=CC=C1 (6R,7R)-N-ethyl-2-oxo-7-({[(cis)-4-phenylcyclohexyl]oxy}methyl)-3-oxa-1,8-diazaspiro[5.5]undecane-8-carboxamide